7-chloroquinoline-3-carboxylic acid ClC1=CC=C2C=C(C=NC2=C1)C(=O)O